C(C=C)(=O)N1C(CN(CC1)C=1C2=C(N=C(N1)OC[C@H]1N(CCC1)CCOC)CN(CC2)C2=CC=CC1=CC=CC=C21)CC#N 2-(1-acryloyl-4-(2-(((S)-1-(2-methoxyethyl)pyrrolidin-2-yl)methoxy)-7-(naphthalen-1-yl)-5,6,7,8-tetrahydropyrido[3,4-d]pyrimidin-4-yl)piperazin-2-yl)acetonitrile